N1=CC=C(C=C1)C1=CN=CC(=N1)C(=O)N 6-(pyridin-4-yl)pyrazine-2-carboxamide